C=C(N)N ethenediamine